C(\C=C\C(=O)O)(=O)O.C(C)N(C(C1=C(C=CC(=C1)F)OC1=C(N=CN=N1)N1CC2(CN(C2)C(C(C)C)C[C@@H](CN(C)CC)O)CC1)=O)C(C)C N-ethyl-2-((5-(2-((3x-R,5S)-6-(ethyl-(methyl)amino)-5-hydroxy-2-methylhex-3-yl)-2,6-diazaspiro[3.4]oct-6-yl)-1,2,4-triazin-6-yl)oxy)-5-fluoro-N-isopropylbenzamide fumarate